3-(piperidin-1-ylmethyl)benzaldehyde N1(CCCCC1)CC=1C=C(C=O)C=CC1